4-isopropyl-8-(2,3,5-trifluorophenyl)imidazo[1,5-a]Pyrimidine-3-carboxylic acid C(C)(C)C1=C(C=NC=2N1C=NC2C2=C(C(=CC(=C2)F)F)F)C(=O)O